1-(tert-butyl)-5-(trifluoromethyl)-1H-pyrazole-4-carboxylic acid C(C)(C)(C)N1N=CC(=C1C(F)(F)F)C(=O)O